CC1=NN(C=C1B1OC(C(O1)(C)C)(C)C)C(C)C 3-methyl-1-(propan-2-yl)-4-(4,4,5,5-tetramethyl-1,3,2-dioxaborolan-2-yl)-1H-pyrazole